OC1=CC=C(C=C1)/C(=C(\CC)/C1=CC=CC=C1)/C1=CC=C(OCCCOCCCOC2=C3CN(C(C3=CC=C2)=O)C2C(NC(CC2)=O)=O)C=C1 (Z)-3-(4-(3-(3-(4-(1-(4-hydroxyphenyl)-2-phenylbut-1-en-1-yl)phenoxy)propoxy)propoxy)-1-oxoisoindolin-2-yl)piperidine-2,6-dione